C(C)(C)N1CCC(CC1)OC1=CC=C(C=C1)C1=C(C2=C(N(C(=N2)C2=CC=C(C=C2)S(=O)(=O)C)C)C=C1)C (4-((1-isopropylpiperidin-4-yl)oxy)phenyl)-1,4-dimethyl-2-(4-(methylsulfonyl)phenyl)-1H-benzo[d]imidazole